3-(3-phenylpropyl)-5-(4-cyclobutylmethyl-pyrrolidin-2-yl)-1,2,4-oxadiazole C1(=CC=CC=C1)CCCC1=NOC(=N1)C1NCC(C1)CC1CCC1